The molecule is a member of the class of phenylureas that is urea in which a hydrogen attached to one of the nitrogens is replaced by a 2,6-dichloro-3,5-dimethoxyphenyl group, while the hydrogens attached to the other nitrogen are replaced by a methyl group and a 6-{[4-(4-ethylpiperazin-1-yl)phenyl]amino}pyrimidin-4-yl group. It is a potent and selective fibroblast growth factor receptor inhibitor. It has a role as a fibroblast growth factor receptor antagonist and an antineoplastic agent. It is an aminopyrimidine, a N-arylpiperazine, a N-alkylpiperazine, a dichlorobenzene and a member of phenylureas. CCN1CCN(CC1)C2=CC=C(C=C2)NC3=CC(=NC=N3)N(C)C(=O)NC4=C(C(=CC(=C4Cl)OC)OC)Cl